4-amino-4'-hydroxyazobenzene NC1=CC=C(C=C1)N=NC1=CC=C(C=C1)O